Cl.NCC1=NOC(C1)(C(=O)OCC)CC1=C(C=CC=C1)F Ethyl 3-(aminomethyl)-5-(2-fluorobenzyl)-4,5-dihydroisoxazole-5-carboxylate hydrochloride